1-(5-chloro-3-methylpyridin-2-yl)-3-(3-methyloxetan-3-yl)-4-(4-(trifluoromethyl)-benzyl)piperazine-2,5-dione ClC=1C=C(C(=NC1)N1C(C(N(C(C1)=O)CC1=CC=C(C=C1)C(F)(F)F)C1(COC1)C)=O)C